ethyl 2'-amino-6-chloro-5'-methyl-[1,1'-biphenyl]-3-carboxylate NC1=C(C=C(C=C1)C)C1=CC(=CC=C1Cl)C(=O)OCC